2-[3-(3-{[(oxetan-4-yl)amino]methyl}pyrrolidin-1-yl)-1,2,4-triazin-6-yl]-5-(1H-pyrazol-4-yl)phenol O1CCC1NCC1CN(CC1)C=1N=NC(=CN1)C1=C(C=C(C=C1)C=1C=NNC1)O